FN(S(=O)=O)F.[Li] lithium bis-fluoro-sulfonamide